N12CCC(CC1)(CC2)OC=2C=C(C(=O)O)C=C(C2)C=2SC(=CN2)C 3-(1-azabicyclo[2.2.2]oct-4-yloxy)-5-(5-methyl-1,3-thiazol-2-yl)benzoic acid